tert-butyl ((3S,6S,10aS)-3-(5,7-dioxo-6-(5-(trifluoromethyl)pyridin-3-yl)-4,6-diazaspiro[2.4]heptane-4-carbonyl)-5-oxodecahydropyrrolo[1,2-a]azocin-6-yl)carbamate O=C1N(C2(CC2)C(N1C=1C=NC=C(C1)C(F)(F)F)=O)C(=O)[C@@H]1CC[C@H]2N1C([C@H](CCCC2)NC(OC(C)(C)C)=O)=O